(3-METHYL)PYRROLIDIN-2-YL-ACETIC ACID CC1C(NCC1)CC(=O)O